C(#N)CCOC(C(CN)O)(O)PN(C(C)C)C(C)C (E)-cyanoethoxydiisopropylaminophosphino-3-amino-1,2-propanediol